N-[4-(3-Cyanophenyl)-5-[2-(1-hydroxy-1-methyl-ethyl)-6-methyl-4-pyridyl]thiazol-2-yl]-6-oxa-2-azaspiro[3.4]octan-2-carboxamid C(#N)C=1C=C(C=CC1)C=1N=C(SC1C1=CC(=NC(=C1)C)C(C)(C)O)NC(=O)N1CC2(C1)COCC2